(R)-2-(2-((5-(1-aminoisoquinolin-5-yl)-1'-propyl-2,3-dihydrospiro[indene-1,4'-piperidin]-3-yl)oxy)phenyl)acetic acid NC1=NC=CC2=C(C=CC=C12)C=1C=C2[C@@H](CC3(CCN(CC3)CCC)C2=CC1)OC1=C(C=CC=C1)CC(=O)O